3-hydroxy-4-[(4-methyl-2-sulfophenyl)azo]-2-naphthalincarboxylat OC=1C(=CC2=CC=CC=C2C1N=NC1=C(C=C(C=C1)C)S(=O)(=O)O)C(=O)[O-]